N1CCNCC1 tetrahydro-2H-pyrazin